(2R,3R,4R,5S)-3,4,5-tris(benzyloxy)-1-(2-(4,4-difluorocyclohexyl)ethyl)-2-methylpiperidine C(C1=CC=CC=C1)O[C@@H]1[C@H](N(C[C@@H]([C@H]1OCC1=CC=CC=C1)OCC1=CC=CC=C1)CCC1CCC(CC1)(F)F)C